6-nitroquinoline-4-carboxylic acid [N+](=O)([O-])C=1C=C2C(=CC=NC2=CC1)C(=O)O